CC(C(=O)OCC1=CC=CC=C1)=C(C)C benzyl 2,3-dimethyl-2-butenoate